CS(=O)(=O)OCCCCCCCCNCOOO 1-trioxa-5-azatridecan-13-yl methanesulfonate